5,5-dimethyl-3-sulfosulfanyl-4H-isoxazole sodium salt [Na+].CC1(CC(=NO1)SS(=O)(=O)[O-])C